nickel methanesulphonate CS(=O)(=O)[O-].[Ni+2].CS(=O)(=O)[O-]